C1(CC1)C1=NNC=C1C(=O)OCC ethyl 3-cyclopropylpyrazole-4-carboxylate